hexa(naphthylmethyl)naphthol Ethyl-6-(2-((7-(5-methyl-1,2,4-oxadiazol-3-yl)isoquinolin-1-yl)amino)ethyl)-4,5,6,7-tetrahydrothieno[2,3-c]pyridine-2-carboxylate C(C)C1=C(SC=2CN(CCC21)CCNC2=NC=CC1=CC=C(C=C21)C2=NOC(=N2)C)C(=O)OC2=C(C(=C(C1=C(C(=C(C=C21)CC2=CC=CC1=CC=CC=C21)CC2=CC=CC1=CC=CC=C21)CC2=CC=CC1=CC=CC=C21)CC2=CC=CC1=CC=CC=C21)CC2=CC=CC1=CC=CC=C21)CC2=CC=CC1=CC=CC=C21